CN1CC=C(C=C1)C1=C2C=CC(C(=C3C=CC(=C(C=4C=CC(=C(C5=CC=C1N5)C5=CCN(C=C5)C)N4)C4=CCN(C=C4)C)N3)C3=CCN(C=C3)C)=N2.[Mn+3] manganese (III) tetrakis(N-methyl-4-pyridyl)porphyrin